N-[5-(1,3-benzothiazol-2-yl)-2-methylphenyl]-4-(benzyloxy)benzamide S1C(=NC2=C1C=CC=C2)C=2C=CC(=C(C2)NC(C2=CC=C(C=C2)OCC2=CC=CC=C2)=O)C